2-(2-methyl-2H-1,2,3-triazol-4-yl)cyclopropane-1-carboxamide Sodium propane-1-sulfonate C(CC)S(=O)(=O)[O-].[Na+].CN1N=CC(=N1)C1C(C1)C(=O)N